tetrabutyl(thiazol-2-yl)tin C(CCC)C=1N=C(S(C1)(CCCC)(CCCC)CCCC)[Sn]